C(#N)CNC(C1=CN=C(C=C1NC)NC1=NC(=NC(=C1)NCC1=C(C=C(C=C1)OC)OC)C(F)F)=O N-(cyanomethyl)-6-((2-(difluoromethyl)-6-((2,4-dimethoxybenzyl)amino)pyrimidin-4-yl)amino)-4-(methylamino)nicotinamide